4-vinylbenzyl-tripropyl-ammonium chloride [Cl-].C(=C)C1=CC=C(C[N+](CCC)(CCC)CCC)C=C1